4-[(4-methylpyrazol-1-yl)methyl]aniline CC=1C=NN(C1)CC1=CC=C(N)C=C1